3-methyl-1-(pyrimidin-4-ylmethyl)-6-[3-(trifluoromethyl)phenyl]imidazo[4,5-b]pyridin-2-one CN1C(N(C=2C1=NC=C(C2)C2=CC(=CC=C2)C(F)(F)F)CC2=NC=NC=C2)=O